C(C=C)(=O)N[C@@H](CC1=CC=CC=C1)C(=O)O acrylyl-phenylalanine